C(#N)C=1C=CC(=NC1)CN1C(=NC2=C1C=CC=C2)N2C[C@H]([C@@H](CC2)F)NC(OC(C)(C)C)=O tert-butyl ((3R,4R)-1-(1-((5-cyanopyridin-2-yl)methyl)-1H-benzo[d]imidazol-2-yl)-4-fluoropiperidin-3-yl)carbamate